4-(6-chloro-4-(6,6-difluoro-4-(methylsulfonyl)-1,4-diazepan-1-yl)-8-fluoro-2-(((S)-1-methylpyrrolidin-2-yl)methoxy)quinazolin-7-yl)-benzo[d]thiazol-2-amine ClC=1C=C2C(=NC(=NC2=C(C1C1=CC=CC2=C1N=C(S2)N)F)OC[C@H]2N(CCC2)C)N2CCN(CC(C2)(F)F)S(=O)(=O)C